4-(4-Chloro-7-((4-methoxybenzyl)oxy)quinolin-6-yl)-4-methoxypiperidine-1-carboxylate ClC1=CC=NC2=CC(=C(C=C12)C1(CCN(CC1)C(=O)[O-])OC)OCC1=CC=C(C=C1)OC